C(C)[C@@H](C1=CC=CC=C1)N (S)-alpha-ethylbenzylamine